N[C@H](C(=O)N(CC1=CC=CC=C1)[C@@H](C(=O)OC)CC)CC methyl (R)-2-((S)-2-amino-N-benzylbutanamido)butanoate